(1R,2R)- and (1S,2S)-p-methanesulfonyl-phenylserinol CS(=O)(=O)C1=CC=C(C=C1)NC(CO)CO